C(C)(=O)N1\C(\C(C2=CC=CC=C12)=O)=C/C=1SC2=C(N1)C=C(C=C2)C(=O)N2CC(OC(C2)C)C (Z)-1-acetyl-2-((5-(2,6-dimethylmorpholine-4-carbonyl)benzo[d]thiazol-2-yl)methylene)indolin-3-one